2,2-dimethyl-cyclopentan-1-one CC1(C(CCC1)=O)C